CC1=CC=C(C=C1)S(=O)(=O)[O-].FC1=[N+](C(=CC=C1)C)C 2-fluoro-1,6-dimethylpyridinium p-toluenesulfonate